C(C)(C)(C)OC(=O)N1[C@H]([C@H](CC1)N)CC=1N=C(SC1)C1=CC=CC=C1 Cis-3-amino-2-((2-phenyl-1,3-thiazol-4-yl)methyl)pyrrolidine-1-carboxylic acid tert-butyl ester